CC1(NC(C2N1CCNC2)=O)C 3,3-dimethyl-2,5,6,7,8,8a-hexahydroimidazo[1,5-a]pyrazin-1-one